ClC1=C(C=C(OCC(=O)N[C@@H]2CC[C@H](CC2)CNC(C2=NC(=CC=C2)C)=O)C=C1)F trans-N-((4-(2-(4-chloro-3-fluorophenoxy)acetamido)cyclohexyl)methyl)-6-methylpicolinamide